5-(3,4-dihydroxybenzylidene)-3-(4-fluorophenyl)-1-methyl-2-selenoxoimidazolidin-4-one OC=1C=C(C=C2C(N(C(N2C)=[Se])C2=CC=C(C=C2)F)=O)C=CC1O